5-bromo-1,6-dimethyl-1,3-dihydroisobenzofuran BrC=1C=C2COC(C2=CC1C)C